(+)-cis-2-isopropenyl-1-methylcyclobutylethanol C(=C)(C)[C@H]1[C@@](CC1)(C)C(C)O